N-(2-(2-(cyclopropanesulfonamido)thiazol-4-yl)propan-2-yl)-4-(6-(2,2,2-trifluoroethoxy)pyrazin-2-yl)benzamide C1(CC1)S(=O)(=O)NC=1SC=C(N1)C(C)(C)NC(C1=CC=C(C=C1)C1=NC(=CN=C1)OCC(F)(F)F)=O